IC1=CC=C(C=C1)N1C(CCCC1=O)C(=O)OC methyl 1-(4-iodophenyl)-6-oxopiperidine-2-carboxylate